C1(CC1)C1=CC=C2C(=N1)NC=C2C=2C=C1C(=NC=NC1=CC2)N2CCN(CC2)C 6-(6-Cyclopropyl-1H-pyrrolo[2,3-b]pyridin-3-yl)-4-(4-methylpiperazin-1-yl)quinazoline